CC1(OCC[C@@H](O1)CN1C(C2=C(C=NC=C2C=C1)NC1=C(C=C(C=C1)I)F)=O)C (R)-2-((2,2-dimethyl-1,3-dioxan-4-yl)methyl)-8-(2-fluoro-4-iodophenylamino)-2,6-naphthyridin-1(2H)-one